10-(5-chloro-3-fluoropyridin-2-yl)-7-(4-fluorobenzyl)-8,11-dioxo-2,7,10-triazadispiro[3.1.56.14]dodecane-2-carbaldehyde ClC=1C=C(C(=NC1)N1CC(N(C2(CC3(CN(C3)C=O)C2)C1=O)CC1=CC=C(C=C1)F)=O)F